C(CCC)N(CCCC)C1=NC(=NC(=N1)O)O 2-(N,N-dibutylamino)-4,6-dihydroxy-s-triazine